C(C)(C)(C)OC(N(CC1=CC=C(C=C1)OC)C=1SC(=CN1)C=1C=NN(C1)C(CC1CC1)C1=NC=C(C=C1)C1=C(C(=CC=C1N)Cl)F)=O.C(CC)NCCCCCCC 7-(propylamino)heptane tert-butyl-(5-(1-(1-(5-(6-amino-3-chloro-2-fluorophenyl)pyridin-2-yl)-2-cyclopropylethyl)-1H-pyrazol-4-yl)thiazol-2-yl)(4-methoxybenzyl)carbamate